3-(2-(diisopropylamino) ethyl)-1H-indol-6-yl acetate C(C)(=O)OC1=CC=C2C(=CNC2=C1)CCN(C(C)C)C(C)C